p-toluenesulfonic acid butyl ester C(CCC)OS(=O)(=O)C1=CC=C(C)C=C1